7,8-dihydroxyflavone hydrate O.OC1=CC=C2C(C=C(OC2=C1O)C1=CC=CC=C1)=O